FC1=C(C(=CC=C1CN1CCNCC1)N)N 3-fluoro-4-(piperazin-1-ylmethyl)benzene-1,2-diamine